CC=1C=C(CN2C(C3=CC=CC=C3C(C2(C)C)C(=O)O)=O)C=CC1C 2-(3,4-dimethylbenzyl)-3,3-dimethyl-1-oxo-1,2,3,4-tetrahydroisoquinoline-4-carboxylic acid